1-(2-((2,2'-dichloro-3'-((3-(((R)-3-hydroxypyrrolidin-1-yl)methyl)-1,7-naphthyridin-8-yl)amino)-[1,1'-biphenyl]-3-yl)carbamoyl)-4,5,6,7-tetrahydropyrazolo[1,5-a]pyridin-4-yl)piperidine ClC1=C(C=CC=C1NC(=O)C1=NN2C(C(CCC2)N2CCCCC2)=C1)C1=C(C(=CC=C1)NC=1N=CC=C2C=C(C=NC12)CN1C[C@@H](CC1)O)Cl